(+)-(R)-α-Methylbenzyl Isocyanate C[C@H](C1=CC=CC=C1)N=C=O